2-(2-(3'-(3-(2,6-diazaspiro[3.5]non-6-yl)propoxy)-2,2'-dimethyl-[1,1'-biphenyl]-3-yl)-6,7-dihydrothiazolo[5,4-c]pyridin-5(4H)-yl)ethanol C1NCC12CN(CCC2)CCCOC=2C(=C(C=CC2)C2=C(C(=CC=C2)C=2SC=1CN(CCC1N2)CCO)C)C